4-amino-N-(2-methoxyethyl)benzenesulfonamide NC1=CC=C(C=C1)S(=O)(=O)NCCOC